CCCC(CCC)NC1=NN2C(C(=N1)N)=NC=C2 N2-(heptan-4-yl)imidazo[2,1-f][1,2,4]triazine-2,4-diamine